COC1=NC=C(C=O)C=C1C 6-METHOXY-5-METHYLNICOTINALDEHYDE